CN(CCNC1=CC=C(C=C1)C(\C=C\C1=CC=CC=C1)=O)C (E)-1-[4-[2-(dimethylamino)ethylamino]phenyl]-3-phenylprop-2-en-1-one